6-bromo-4-fluoro-1-isopropyl-2-(trifluoromethyl)-1H-benzo[d]imidazole BrC=1C=C(C2=C(N(C(=N2)C(F)(F)F)C(C)C)C1)F